3-(N-benzylsulfamoyl)-N-(3-nitrophenyl)benzamide C(C1=CC=CC=C1)NS(=O)(=O)C=1C=C(C(=O)NC2=CC(=CC=C2)[N+](=O)[O-])C=CC1